(S)-2-((4-((6-((5-cyanopyridin-2-yl)methoxy)pyridin-2-yl)amino)piperidin-1-yl)methyl)-1-(oxetan-2-ylmethyl)-1H-benzo[d]imidazole-6-carboxylic acid C(#N)C=1C=CC(=NC1)COC1=CC=CC(=N1)NC1CCN(CC1)CC1=NC2=C(N1C[C@H]1OCC1)C=C(C=C2)C(=O)O